C(C)(C)(C)C1=CC=C(C=C1)S(=O)(=O)NC1=C(C(=CC=C1)C=1N=C(C2=C(N1)NC=C2)NC2=CC=C(C=C2)N2CCN(CC2)C)C 4-(tert-butyl)-N-{2-methyl-3-{4-{[4-(4-methylpiperazin-1-yl)phenyl]amino}-7H-pyrrolo[2,3-d]pyrimidin-2-yl}phenyl}benzenesulfonamide